CC1=C(OC=2C(=CC(N(C2)C)=O)C=2C3=C(C(N(C2)C)=O)NC(=C3)C(=O)NC3(CC3)C(F)(F)F)C(=CC=C1)C 4-(5-(2,6-dimethylphenoxy)-1-methyl-2-oxo-1,2-dihydropyridin-4-yl)-6-methyl-7-oxo-N-(1-(trifluoromethyl)cyclopropyl)-6,7-dihydro-1H-pyrrolo[2,3-c]pyridine-2-carboxamide